3-[[[[2-[[(1,1-dimethylethoxy)carbonyl]amino]ethoxy]carbonyl]oxy]methyl]-2-methyl-1-[(2,3,4,9-tetrahydro-9-methyl-4-oxo-1H-carbazol-3-yl)methyl]-1H-imidazolium iodide [I-].CC(C)(OC(=O)NCCOC(=O)OC[N+]1=C(N(C=C1)CC1CCC=2N(C3=CC=CC=C3C2C1=O)C)C)C